NN1C(=C(C=C1)C)C(=O)OCC ethyl 1-amino-3-methyl-1H-pyrrole-2-carboxylate